[N+](=O)([O-])C1=CC=C(C=C1)OC(=O)O[C@H]1C[C@H](CC1)C1=NNC(=C1)NC=1C=CC2=C(C(CS2(=O)=O)OC)C1 (1R,3S)-3-{5-[(3-methoxy-1,1-dioxo-2,3-dihydro-1λ6-benzothiophen-5-yl)amino]-1H-pyrazol-3-yl}cyclopentyl [(4-nitrophenyl)oxy]methanoate